C(C)(C)(C)OC(C1=CC(=C(C(=C1)C(C1=CC=C(C=C1)N1N=CC=C1)O)C)F)=O 3-Fluoro-5-{hydroxy[4-(1H-pyrazol-1-yl)phenyl]methyl}-4-methylbenzoic acid tert-butyl ester